2-[2-(5-{2-[2-(3,6-dimethoxy-9H-carbazolylcarbonyloxy) ethoxy]ethoxy}-3-pyridyloxy)ethoxy]ethyl 3,6-dimethoxy-9-carbazolecarboxylate COC=1C=CC=2N(C3=CC=C(C=C3C2C1)OC)C(=O)OCCOCCOC=1C=NC=C(C1)OCCOCCOC(=O)C1=CC(=CC=2C3=CC(=CC=C3NC12)OC)OC